1-(2,3-dihydro-1H-inden-5-yl)-2-phenylpropan-1-ene C1CCC2=CC(=CC=C12)C=C(C)C1=CC=CC=C1